2,3,5-trimethyl-hydroquinoneSALICYLIC AMIDE CC1(C(O)C=C(C(=C1C)O)C)C=1C=CC=C(C1C(=O)N)O